1-(5-bromo-6,9-dihydro-7H-[1,3]dioxolo[4,5-H]isochromen-9-yl)-N-methyl-methylamine BrC=1C=2CCOC(C2C2=C(C1)OCO2)CNC